OC1(C(NC2=CC=CC=C12)=O)CO 3-hydroxy-3-hydroxymethyl-oxindole